Methyl 4-(2-(methoxycarbonyl)-1-((4-methylphenyl)sulfonamido)allyl)-3-nitrobenzoate COC(=O)C(C(NS(=O)(=O)C1=CC=C(C=C1)C)C1=C(C=C(C(=O)OC)C=C1)[N+](=O)[O-])=C